CC1(CC(CC(C1)C)=O)C 3,3,5-trimethyl-Cyclohexanone